BrC=1C=NC=2CN(CCC2C1)C(=O)C1CC1 (3-Bromo-5,8-dihydro-1,7-naphthyridin-7(6H)-yl)(cyclopropyl)methanone